F[P-](F)(F)(F)(F)F.C(CCCCCCCCCCCCCCC)N1C=[N+](C=C1)C 1-Hexadecyl-3-methylimidazolium hexafluorophosphat